[C@H]12CN(C[C@H](CC1)N2)C2=NC(=NC1=C(C(=C(C=C21)F)C2=C1C=NNC1=CC=C2C)F)OCC21CCCN1CCC2 4-((1R,5S)-3,8-diazabicyclo[3.2.1]octan-3-yl)-6,8-difluoro-7-(5-methyl-1H-indazol-4-yl)-2-((tetrahydro-1H-pyrrolizin-7a(5H)-yl)methoxy)quinazoline